C(C=CC=CCCC)(=O)OC[C@@H](OC(C=CC=CCCC)=O)COP(=O)(O)CN1CCNCC1 1,2-di-(9Z-octadienoyl)-sn-glycero-3-phosphomethylpiperazine